1-[4-[4-[4-(aminomethyl)-3-methyl-phenyl]-3-pyridyl]piperazin-1-yl]prop-2-en-1-one trifluoroacetate FC(C(=O)O)(F)F.NCC1=C(C=C(C=C1)C1=C(C=NC=C1)N1CCN(CC1)C(C=C)=O)C